N,N-diisopropyl-furan-2-formamide C(C)(C)N(C(=O)C=1OC=CC1)C(C)C